C(C)(C)(C)OC(=O)N1CCN(CC1)C1=CC=C(C=C1)C=1C=C2C(N(CC2=CC1)[C@@H](C=1NC2=CC=CC=C2C1)C1=C(C=CC(=C1)F)OC)=O (R)-4-(4-(2-((5-fluoro-2-methoxyphenyl)(1H-indol-2-yl)methyl)-3-oxoisoindol-5-yl)phenyl)piperazine-1-carboxylic acid tert-butyl ester